1-isopropyl-N-(4-(4-isopropyl-5-(8-methyl-[1,2,4]triazolo[1,5-a]pyridin-6-yl)-1H-pyrazol-3-yl)cyclohexyl)-N-methylazetidine-3-carboxamide C(C)(C)N1CC(C1)C(=O)N(C)C1CCC(CC1)C1=NNC(=C1C(C)C)C=1C=C(C=2N(C1)N=CN2)C